CC(CCCCP(O)=O)(C)C tri-methylpentylphosphinic acid